(R)-N-(4-methoxy-2-(4-(4-methyl-3-oxopiperazin-1-yl)piperidin-1-yl)-5-((6-(3-(3-phenoxyphenyl)isoxazolidin-2-yl)pyrimidin-4-yl)amino)phenyl)acrylamide COC1=CC(=C(C=C1NC1=NC=NC(=C1)N1OCC[C@@H]1C1=CC(=CC=C1)OC1=CC=CC=C1)NC(C=C)=O)N1CCC(CC1)N1CC(N(CC1)C)=O